CCC(CC)NC(=O)C1=CN=C(O1)C1=CC(=CC=C1)C1=NNC(=C1)C(NC(CC)CC)=O N-(pentan-3-yl)-2-(3-(5-(pentan-3-ylcarbamoyl)-1H-pyrazol-3-yl)phenyl)oxazole-5-carboxamide